N[C@H](C(=O)N1CCN(CC1)C1=CC(=CC=C1)C(F)(F)F)COC (S)-2-amino-3-methoxy-1-(4-(3-(trifluoromethyl)phenyl)piperazin-1-yl)propan-1-one